2,3-dicarboxybenzothiophene C(=O)(O)C=1SC2=C(C1C(=O)O)C=CC=C2